nonylpropenylphenyl ether ammonium sulfate S(=O)(=O)([O-])[O-].[NH4+].C(CCCCCCCC)C=1C(=C(C=CC1)OC1=C(C(=CC=C1)CCCCCCCCC)C=CC)C=CC.[NH4+]